C(N)(OC1=CC(=CC=C1)[N+](=O)[O-])=O m-nitrophenyl carbamate